6-[(5-bromopyridin-2-yl)amino]-4-{[5-(5-fluoropyrimidin-2-yl)-4-methoxypyridin-3-yl]amino}-N-methylpyridin-3-carboxamide BrC=1C=CC(=NC1)NC1=CC(=C(C=N1)C(=O)NC)NC=1C=NC=C(C1OC)C1=NC=C(C=N1)F